C(#N)C(NC(=O)[C@@H]1[C@H]2C([C@H]2CN1C([C@H](C(C)(C)C)NC(C(F)(F)F)=O)=O)(C)C)C1=NOC=C1 (1R,2S,5S)-N-[cyano(isoxazol-3-yl)methyl]-3-[(2S)-3,3-dimethyl-2-[(2,2,2-trifluoroacetyl)amino]butanoyl]-6,6-dimethyl-3-azabicyclo[3.1.0]hexane-2-carboxamide